BrC=1C=C(C=C(C1)Cl)[C@@H]1CN(CCO1)S(=O)(=O)C1=C(C=CC=C1)[N+](=O)[O-] (R)-2-(3-bromo-5-chlorophenyl)-4-((2-nitrophenyl)sulfonyl)morpholine